2-(5-((2-ethyl-6-(1-(2-(3-hydroxyazetidin-1-yl)-2-oxoethyl)piperidin-4-yl)imidazo[1,2-a]pyridin-3-yl)(methyl)amino)-1,2,4-thiadiazol-3-yl)-5-fluorobenzonitrile C(C)C=1N=C2N(C=C(C=C2)C2CCN(CC2)CC(=O)N2CC(C2)O)C1N(C1=NC(=NS1)C1=C(C#N)C=C(C=C1)F)C